hexyl-3-methylimidazole bisulfate S(O)(O)(=O)=O.C(CCCCC)C1=NC=CN1C